OP(O)OP(O)O.C(CCCCCCCCCCCC)CCCC(C1=C(C=C(C(=C1)C(C)(C)C)O)C)C1=C(C=C(C(=C1)C(C)(C)C)O)C (tridecyl)-4,4'-butylidenebis(3-methyl-6-t-butylphenol) diphosphite